OCCCCOC=1C=C2C=CC=CC2=CC1 6-(4-hydroxybutoxy)naphthalene